ClC1=CC2=C(C=N1)C=C(N2COCC[Si](C)(C)C)C2=NC(=NC=C2)CCC(F)(F)F 2-[[6-chloro-2-[2-(3,3,3-trifluoropropyl)pyrimidin-4-yl]pyrrolo[3,2-c]pyridin-1-yl]methoxy]ethyl-trimethyl-silane